4-(5-(difluoromethyl)-1,3,4-thiadiazol-2-yl)-8-(dimethylamino)-N-(1-methylcyclopropyl)-2-(piperazin-1-yl)quinazoline-6-sulfonamide FC(C1=NN=C(S1)C1=NC(=NC2=C(C=C(C=C12)S(=O)(=O)NC1(CC1)C)N(C)C)N1CCNCC1)F